C(C)(=O)N1C2CC(C1)(C2)N2C=C1C(=NN(C(C1=CC2=O)=O)C)N[C@H](C)C2=C(C(=CC=C2)C(F)F)F (R)-6-(2-acetyl-2-azabicyclo[2.1.1]hexan-4-yl)-4-((1-(3-(difluoromethyl)-2-fluorophenyl)ethyl)amino)-2-methyl-2,6-dihydropyrido[3,4-d]pyridazine-1,7-dione